C(C)OC=1C2=C(N=C(N1)NC1CCC(CC1)O)NC=C2C=2C=CC1=C(N(N=N1)C)C2 4-((4-Ethoxy-5-(1-methyl-1H-benzo[d][1,2,3]triazol-6-yl)-7H-pyrrolo[2,3-d]pyrimidin-2-yl)amino)cyclohexan-1-ol